didecyl-1,18-octadecenedioic acid C(CCCCCCCCC)C(=C(C(=O)O)CCCCCCCCCC)CCCCCCCCCCCCCCC(=O)O